CC1C2C1C(N1COCC12)=O 6-methyltetrahydro-1H-cyclopropa[3,4]pyrrolo[1,2-c]oxazol-5(3H)-one